OC(=O)C(F)(F)F.N1CC(C1)CN(C1=C2C=NNC2=CC(=C1)C1=CC=C(C=C1)O)C 4-(4-((azetidin-3-ylmethyl)(methyl)amino)-1H-indazol-6-yl)phenol TFA salt